CC1=CC=C(C=C1)NC1=CC=C(C=2C(C3=CC=CC=C3C(C12)=O)=O)NC1=CC=C(C=C1)C 1,4-bis(4'-methylphenylamino)anthraquinone